bis[di-t-butyl-(p-dimethylaminophenyl)phosphine] palladium (II) dichloride [Pd](Cl)Cl.C(C)(C)(C)P(C1=CC=C(C=C1)N(C)C)C(C)(C)C.C(C)(C)(C)P(C1=CC=C(C=C1)N(C)C)C(C)(C)C